ClC1=C(C=C(C=C1)O)C1=C(C=C2C(=NC=NC2=C1)N1CCN(CC1)C(C=C)=O)C(F)(F)F 1-(4-(7-(2-chloro-5-hydroxyphenyl)-6-(trifluoromethyl)quinazolin-4-yl)piperazin-1-yl)prop-2-en-1-one